FC1=C(C=CC=C1)C1C(NC(C(C1)(C)C)(C)C)=O 3-(2-fluorophenyl)-5,5,6,6-tetramethylpiperidin-2-one